2-(5-Fluoro-2-((1-(methylsulfonyl)piperidin-4-yl)amino)pyrimidin-4-yl)-3,5-dimethyldispiro[thieno[2,3-c]pyrrole-6,1'-cyclohexane-4',2''-[1,3]dioxolan]-4(5H)-one FC=1C(=NC(=NC1)NC1CCN(CC1)S(=O)(=O)C)C1=C(C2=C(S1)C1(CCC3(OCCO3)CC1)N(C2=O)C)C